O.Cl.N1=CC=NC=C1 pyrazine hydrochloride monohydrate